B1OCCC2=C1C=CC=C2 dihydro-1H-benzo[c][1,2]oxaborinine